C(C)[C@@H]1C(C(CC=C1)=O)C1=CC=CC=C1 Ethyl-(S)-3-oxo-2-phenyl-2,3-dihydro-1H-benzol